N-(1,1-Dioxido-2,3-dihydrothiophen-3-yl)-2-hydroxy-6-isopropylquinoline-3-carboxamide O=S1(CC(C=C1)NC(=O)C=1C(=NC2=CC=C(C=C2C1)C(C)C)O)=O